C1=CC=CC=2C3=CC=CC=C3C(C12)COC(=O)N[C@H](CCN(C(OC(C)(C)C)=O)C)CSC1=CC=CC=C1 (R)-tert-butyl (3-((((9H-fluoren-9-yl)methoxy)carbonyl)amino)-4-(phenylthio)butyl)(methyl)carbamate